ClC1=C(C=CC=C1NC(=O)C=1N(C2=C(CN(CC2)C)N1)C)C1=C2CCC(C2=CC=C1)OC1=C(C(=C(CN2CC(CC2)C(=O)O)C=C1F)F)F 1-(4-((4-(2-chloro-3-(1,5-dimethyl-4,5,6,7-tetrahydro-1H-imidazo[4,5-c]pyridine-2-carboxamido)phenyl)-2,3-dihydro-1H-inden-1-yl)oxy)-2,3,5-trifluorobenzyl)pyrrolidine-3-carboxylic acid